BrC1=CC(=C(C(=C1)C)F)C 4-Bromo-2,6-dimethyl-fluorobenzene